ClC1=C(C=CC=C1)C1N(CCCC1)C1=NC=C(C=N1)C(=O)N[C@H](C)\C=C\S(=O)(=O)C 2-(2-(2-Chlorophenyl)piperidin-1-yl)-N-((R,E)-4-(methylsulfonyl)but-3-en-2-yl)pyrimidine-5-carboxamide